7-bromo-1-methyl-4-{4-methyl-4-[5-(propan-2-yl)-1,3-benzooxazol-2-yl]piperidin-1-yl}-2-oxo-1,2-dihydroquinoline-3-carbonitrile BrC1=CC=C2C(=C(C(N(C2=C1)C)=O)C#N)N1CCC(CC1)(C=1OC2=C(N1)C=C(C=C2)C(C)C)C